1-[[2S,3S]-2-(2-chloro-5-fluoro-3-methylphenyl)-3-(piperazin-1-yl)pyrrolidin-1-yl]-2-[3-cyclopropyl-5-(trifluoromethyl)-1H-pyrazol-1-yl]ethan-1-one hydrochloride Cl.ClC1=C(C=C(C=C1C)F)[C@@H]1N(CC[C@@H]1N1CCNCC1)C(CN1N=C(C=C1C(F)(F)F)C1CC1)=O